NN1CCC(CC1)C(=O)N aminopiperidine-4-carboxamide